N1C(=NC2=C1C=CC=C2)C2=CC(=NN2C)NC(=O)C=2C=NC(=CC2)N2CCN(CC2)CCO N-[5-(1H-benzimidazol-2-yl)-1-methyl-pyrazol-3-yl]-6-[4-(2-hydroxy-ethyl)piperazin-1-yl]pyridine-3-carboxamide